5-(4-(quinolin-4-ylamino)but-1-yn-1-yl)furan-2-carbaldehyde N1=CC=C(C2=CC=CC=C12)NCCC#CC1=CC=C(O1)C=O